1,4-bis(4-amino(3-pyridinyl))piperazine NC1=C(C=NC=C1)N1CCN(CC1)C=1C=NC=CC1N